CP(ON1N=CC(=C1)C=1SC=C(N1)C(NC=1C(=NN(C1)C)C1=NC=CC=C1)=O)([O-])=O.[Na+] sodium (4-(4-((1-methyl-3-(pyridin-2-yl)-1H-pyrazol-4-yl) carbamoyl) thiazol-2-yl)-1H-pyrazol-1-yl) methylphosphonate